(7-methylquinoxalin-6-yl)carbamoyl chloride CC1=C(C=C2N=CC=NC2=C1)NC(=O)Cl